BrC1=CC=CC=2C3=C(OC21)C=C(C=C3)I 6-bromo-3-iododibenzo[b,d]furan